3-[2-(6-{5-azaspiro[2.4]heptan-5-ylmethyl}-3-oxo-8-(trifluoromethyl)imidazo[1,5-a]pyridin-2-yl)-6-(but-3-yn-1-ylamino)pyridin-4-yl]-4-(4-methyl-1,2,4-triazol-3-yl)benzonitrile C1CC12CN(CC2)CC=2C=C(C=1N(C2)C(N(C1)C1=NC(=CC(=C1)C=1C=C(C#N)C=CC1C1=NN=CN1C)NCCC#C)=O)C(F)(F)F